1-[(6,7-dimethyl-2-oxo-1H-quinolin-3-yl)methyl]-3-(2-morpholinoethyl)-1-(2-thienylmethyl)thiourea CC=1C=C2C=C(C(NC2=CC1C)=O)CN(C(=S)NCCN1CCOCC1)CC=1SC=CC1